3-nitrobenzaldehyde-6-d1 [N+](=O)([O-])C=1C=C(C=O)C(=CC1)[2H]